2-[(3R,5R)-5-(2,3-dichloro-6-hydroxyphenyl)pyrrolidin-3-yl]-2-methylpropanamide ClC1=C(C(=CC=C1Cl)O)[C@H]1C[C@@H](CN1)C(C(=O)N)(C)C